C(C)(C1=C(C(=CC(=C1)CC(C)C)C(C)(C)C)O)C1=C(C(=CC(=C1)CC(C)C)C(C)(C)C)O 2,2'-ethylidene-bis[6-tert.-butyl-4-isobutylphenol]